N-(2-bromopyridin-4-yl)-N-(2,2-difluoroethyl)-5-fluoro-2-hydrazinoquinazolin-4-amine BrC1=NC=CC(=C1)N(C1=NC(=NC2=CC=CC(=C12)F)NN)CC(F)F